COC1=NC2=CC(=CC(=C2N=C1)C=1SC2=C(N1)C(=CC1=C2OCC(O1)CO)C)C=C (2-(2-methoxy-7-vinylquinoxalin-5-yl)-4-methyl-7,8-dihydro-[1,4]dioxino[2',3':3,4]benzo[1,2-d]thiazol-7-yl)methanol